(S)-5-amino-3-(7-((5-fluoro-2-methoxybenzamido)methyl)-1H-indol-4-yl)-1-(1,1,1-trifluoropropan-2-yl)-1H-pyrazole-4-carboxamide NC1=C(C(=NN1[C@H](C(F)(F)F)C)C1=C2C=CNC2=C(C=C1)CNC(C1=C(C=CC(=C1)F)OC)=O)C(=O)N